C(C)(C)(C)OC(=O)NC1=CC(=C(C=N1)N1C=C(C(C2=CC(=C(N=C12)N1CCC=2C=CC=NC2C1)Cl)=O)C(=O)O)C 1-(6-((tert-butoxy-carbonyl)amino)-4-methylpyridin-3-yl)-6-chloro-7-(5,8-dihydro-1,7-naphthyridin-7(6H)-yl)-4-oxo-1,4-dihydro-1,8-naphthyridine-3-carboxylic acid